4-(9H-carbazol-9-yl)-6-chloro-5-(4,6-diphenyl-1,3,5-triazin-2-yl)isophthalonitrile C1=CC=CC=2C3=CC=CC=C3N(C12)C1=C(C=C(C#N)C(=C1C1=NC(=NC(=N1)C1=CC=CC=C1)C1=CC=CC=C1)Cl)C#N